N-(2-(5-(3-cyanoimidazo[1,2-b]pyridazin-6-yl)-1-(2,2-difluoroethyl)-1H-imidazol-4-yl)phenyl)methanesulfonamide C(#N)C1=CN=C2N1N=C(C=C2)C2=C(N=CN2CC(F)F)C2=C(C=CC=C2)NS(=O)(=O)C